(R)-N-(4,4-difluoro-1-methylpyrrolidin-3-yl)-6-fluoro-5-(1-(2-fluoroethyl)-1H-benzo[d]imidazol-6-yl)-4-methoxypyrrolo[2,1-f][1,2,4]triazin-2-amine FC1([C@@H](CN(C1)C)NC1=NN2C(C(=N1)OC)=C(C(=C2)F)C=2C=CC1=C(N(C=N1)CCF)C2)F